ClC1=C(C(=CC(=N1)N1[C@@H](COCC1)C)I)C (R)-4-(6-chloro-4-iodo-5-methylpyridin-2-yl)-3-methylmorpholine